3-[4-(4-nitrophenyl)piperazin-1-yl]-N-(pyridin-2-ylmethyl)propanamide sodium [Na].[N+](=O)([O-])C1=CC=C(C=C1)N1CCN(CC1)CCC(=O)NCC1=NC=CC=C1